(2R,3S,4S)-4-hydroxy-2-{[4-(1,3-oxazol-5-yl)phenyl]methyl}pyrrolidin-3-yl 2-[(3S)-pyrrolidin-3-yl]acetate N1C[C@@H](CC1)CC(=O)O[C@H]1[C@H](NC[C@@H]1O)CC1=CC=C(C=C1)C1=CN=CO1